COC=1C=C2CCN(CC2=CC1NC1=NC2=CC(=CC=C2C=N1)NCC(=O)N1CCOCC1)C 2-({2-[(6-methoxy-2-methyl-1,2,3,4-tetrahydroisoquinolin-7-yl)amino]quinazolin-7-yl}-amino)-1-(morpholin-4-yl)ethan-1-one